3-Methyl 8-cyano-4-(isopropylamino)-[1,4]benzodioxino[2,3-b]pyridine-3-carboxylate C(#N)C=1C=CC2=C(OC3=NC=C(C(=C3O2)NC(C)C)C(=O)OC)C1